CC=1N(C2=CC=C(C=C2C1C1=CC=CC=C1)S(=O)(=O)N)C1=CC=C(C=C1)C(F)(F)F methyl-3-phenyl-1-(4-(trifluoromethyl)phenyl)-1H-indole-5-sulfonamide